tert-butyl N-(3-trans-hydroxycyclobutyl)carbamate OC1(CCC1)NC(OC(C)(C)C)=O